p-butylphenol C(CCC)C1=CC=C(C=C1)O